ClC1=C(C(=CC(=C1Cl)F)F)S(=O)(=O)Cl 2,3-dichloro-4,6-difluorobenzenesulfonyl chloride